CN1N=C(N=C1)C=1C=C(N)C=CC1 3-(1-methyl-1H-1,2,4-triazol-3-yl)aniline